NC1=C(C=C(C=N1)NC(C(=O)N1[C@H](CN([C@@H](C1)C)C(C(C)(C)C)=O)C1=CC=C(C=C1)F)=O)CC N-(6-amino-5-ethylpyridin-3-yl)-2-((2S,5R)-2-(4-fluorophenyl)-5-methyl-4-pivaloylpiperazin-1-yl)-2-oxoacetamide